tert-butyl (1R,5S)-3-(2,7-dichloro-8-fluoropyrido[4,3-d]pyrimidin-4-yl)-1,5-difluoro-3,8-diazabicyclo[3.2.1]octane-8-carboxylate ClC=1N=C(C2=C(N1)C(=C(N=C2)Cl)F)N2C[C@@]1(CC[C@](C2)(N1C(=O)OC(C)(C)C)F)F